ClC1=C2C=CN=CC2=C(C=C1)S(=O)(=O)N 5-chloroisoquinoline-8-sulfonamide